Sodium antimonate tartrate C(=O)([O-])C(O)C(O)C(=O)O.[Sb](O)(O)(O)=O.[Na+]